5-{2-[(2-chlorobenzyl)oxy]ethyl}-3-[(2,5-difluorobenzyl)sulfanyl][1,2,4]triazolo[4,3-a]pyrimidin-7(8H)-one ClC1=C(COCCC2=CC(NC=3N2C(=NN3)SCC3=C(C=CC(=C3)F)F)=O)C=CC=C1